2-(4-hydrazineylphenyl)acetic acid N(N)C1=CC=C(C=C1)CC(=O)O